C(C)(C)(C)OC(=O)N1C(CNC2=CC=CC(=C12)C)C1=CC2=C(N=C(N=C2)NC2CCC2)N(C1=O)C1=CC=C(C=C1)N(C)CCN(C)C [2-(cyclobutylamino)-8-[4-[2-(dimethylamino)ethyl-methyl-amino]phenyl]-7-oxo-pyrido[2,3-d]pyrimidin-6-yl]-8-methyl-2,3-dihydroquinoxaline-1-carboxylic acid tert-butyl ester